tert-butyl {4-[(trimethylsilyl)ethynyl]pyridin-2-yl}carbamate C[Si](C)(C)C#CC1=CC(=NC=C1)NC(OC(C)(C)C)=O